FC1=C(C=CC(=C1)OC)[C@H](C)N (S)-1-(2-fluoro-4-methoxyphenyl)ethylamine